N-(4-(1,5-dimethyl-1H-imidazol-2-yl)-2-methoxyphenyl)-6-methyl-8-(1-oxa-6-azaspiro[3.3]heptan-6-yl)pyrido[3,4-d]pyrimidin-2-amine CN1C(=NC=C1C)C1=CC(=C(C=C1)NC=1N=CC2=C(N1)C(=NC(=C2)C)N2CC1(CCO1)C2)OC